(R)-1-(1-(difluoromethyl)-1H-pyrazol-3-yl)propan-1-amine FC(N1N=C(C=C1)[C@@H](CC)N)F